3-deoxy-D-mannooct-2-ulosonic acid C(C(=O)C[C@@H](O)[C@@H](O)[C@H](O)[C@H](O)CO)(=O)O